(R)-1-(2-((8-amino-6-(3-cyanophenyl)-5-(4-methyl-oxazol-5-yl)-[1,2,4]triazolo[1,5-a]pyrazin-2-yl)methyl)-3-fluorobenzyl)-3-methylpyrrolidine-3-carboxylic acid NC=1C=2N(C(=C(N1)C1=CC(=CC=C1)C#N)C1=C(N=CO1)C)N=C(N2)CC2=C(CN1C[C@@](CC1)(C(=O)O)C)C=CC=C2F